N-(2-(4-(8-cyclopropyl-3,8-diazabicyclo[3.2.1]octan-3-yl)piperidine-1-yl)-5-((6-((R)-3-(2,3-difluorophenyl)isoxazolidine-2-yl)pyrimidine-4-yl)amino)-4-methoxyphenyl)acrylamide C1(CC1)N1C2CN(CC1CC2)C2CCN(CC2)C2=C(C=C(C(=C2)OC)NC2=NC=NC(=C2)N2OCC[C@@H]2C2=C(C(=CC=C2)F)F)NC(C=C)=O